COC(C1=CC(=C(C=C1)/N=C/C1=CC(=C(C=C1)OCC1=CC=CC=C1)Cl)O)=O.N1N=CC=2C1=NC=CC2C=2C=C(C=NC2)C2=CC=C(N)C=C2 4-(5-(1H-pyrazolo[3,4-b]pyridin-4-yl)pyridin-3-yl)aniline methyl-4-[(E)-(4-benzyloxy-3-chloro-phenyl)methyleneamino]-3-hydroxy-benzoate